2-(azetidin-3-yloxy)ethan-1-ol acetate C(C)(=O)OCCOC1CNC1